O=C1N(C(C2=CC=CC=C12)=O)O[C@H]1O[C@H]([C@H]([C@H]([C@H]1C(C(=O)[O-])(C)C)C(C(=O)[O-])(C)C)C(C(=O)[O-])(C)C)C (2r,3s,4r,5r,6s)-2-((1,3-dioxoisoindolin-2-yl) oxy)-6-methyltetrahydro-2H-pyran-3,4,5-trisyltri(2-methylpropionate)